C(O)([O-])=O.[Na+].[Na+].C(O)([O-])=O disodium hydrogencarbonate